C1(CCCCC1)CC(C(=O)OCCCCCCN(CCCCCCOC(C(CCCCCCCC)CC1CCCCC1)=O)CCCCO)CCCCCCCC ((4-hydroxybutyl)azanediyl)bis(hexane-6,1-diyl) bis(2-(cyclohexylmethyl)decanoate)